2-(4-((3-(4-fluorophenyl)-5,5-dimethyl-2-oxoimidazolin-1-yl)methyl)-2,6-dimethylphenoxy)-2-methyl-Propionic acid FC1=CC=C(C=C1)N1C(N(C(C1)(C)C)CC1=CC(=C(OC(C(=O)O)(C)C)C(=C1)C)C)=O